(1S,7S,8S)-2-(7-Bromo-6-fluoro-2-(((2R,7aS)-2-fluorotetrahydro-1H-pyrrolizin-7a(5H)-yl)methoxy-d2)-8-methylquinazolin-4-yl)-8-fluoro-5-oxa-2-azabicyclo[5.1.0]octane BrC1=C(C=C2C(=NC(=NC2=C1C)OC([2H])([2H])[C@]12CCCN2C[C@@H](C1)F)N1[C@@H]2[C@H]([C@@H]2COCC1)F)F